BrC=1C=C(C=CC1)C(=O)C1=CNC2=CC=C(C=C2C1=O)OC 3-[(3-bromophenyl)carbonyl]-6-methoxyquinolin-4(1H)-one